C(C)(C)(C)OC(=O)N(C/C=C/C(=O)O)C1CCC(CC1)OC (e)-4-((tert-butoxycarbonyl)((1r,4r)-4-methoxycyclohexyl)amino)but-2-enoic acid